ClC=1N=C(C2=C(N1)N(C=C2)C(C)C)N2[C@@H](CCC2)CO (S)-(1-(2-chloro-7-isopropyl-7H-pyrrolo[2,3-d]pyrimidin-4-yl)pyrrolidin-2-yl)methanol